CC1(CC(CC(C1)C)OC=1C(C(=O)[O-])=CC=CC1)C 3,3,5-tri-methylcyclohexylsalicylate